4-chlorobenzyl (4-((5-methyloxazole-2-carboxamido)meth-yl)phenyl)carbamate CC1=CN=C(O1)C(=O)NCC1=CC=C(C=C1)NC(OCC1=CC=C(C=C1)Cl)=O